C(CC(O)(C(=O)O)CC(=O)O)(=O)O.CC1=NNC=C1C 3,4-dimethylpyrazole citrate